(4,6-dimethyl-2-oxo-1,2-dihydropyridin-3-yl)methyl-3-(((1r,4r)-4-(dimethylamino)cyclohexyl)(ethyl)amino)-2-methyl-5-(quinolin-8-yl)-benzamide TFA Salt OC(=O)C(F)(F)F.CC1=C(C(NC(=C1)C)=O)CC1=C(C(=C(C(=O)N)C=C1C=1C=CC=C2C=CC=NC12)C)N(CC)C1CCC(CC1)N(C)C